CC=1C=NC(=C(C(=O)O)C1)C1=NC=CC=N1 5-methyl-2-(pyrimidin-2-yl)nicotinic acid